O=P1(OC2=CC=CC=C2C=2C=CC=CC12)CNC1=NC(=NC(=N1)N)C1=CC=CC=C1 N-[(10-oxo-9,10-dihydro-9-oxa-10-phosphaphenanthrene-10-yl)methyl]-6-phenyl-1,3,5-triazine-2,4-diamine